(5aR,6R,9aS)-2-(8-fluoro-2-methylquinolin-4-yl)-4-(2-fluorophenyl)-6,9a-dimethyl-7-oxo-5a,6,7,9a-tetrahydro-5H-indeno[1,2-d]pyrimidine-8-carbonitrile FC=1C=CC=C2C(=CC(=NC12)C)C=1N=C(C2=C(N1)[C@@]1(C=C(C([C@@H]([C@H]1C2)C)=O)C#N)C)C2=C(C=CC=C2)F